(E)-3-fluoro-2-hydroxy-5-(4-(1-methyl-1H-pyrazol-3-yl)styryl)benzaldehyde FC=1C(=C(C=O)C=C(C1)\C=C\C1=CC=C(C=C1)C1=NN(C=C1)C)O